ClCCC(=O)NC=1SC2=C(N1)C=C(C(=C2)OC)OC 3-chloro-N-(5,6-dimethoxybenzo[d]thiazol-2-yl)propanamide